SCC(=O)[O-] 2-mercaptoacetat